C(C)OC1=CSC(=C1)C1=NC=NC(=C1)NCCC1=C(C=C(C=C1F)F)F 3-Ethoxy-5-{6-[2-(2,4,6-trifluoro-phenyl)-ethylamino]-pyrimidin-4-yl}-thiophen